methyl 3-(9-((6-(aminomethyl)pyridin-3-yl)carbamoyl)-4,5-dihydrobenzo[b]thieno[2,3-d]oxepin-8-yl)-6-(propylcarbamoyl)picolinate NCC1=CC=C(C=N1)NC(=O)C1=CC2=C(OCCC3=C2SC=C3)C=C1C=1C(=NC(=CC1)C(NCCC)=O)C(=O)OC